α-acetoxyacrylic acid C(C)(=O)OC(C(=O)O)=C